4-((tert-butyldiphenylsilyl)oxy)-2,2-dimethylpiperidine [Si](C1=CC=CC=C1)(C1=CC=CC=C1)(C(C)(C)C)OC1CC(NCC1)(C)C